FC=1C=C(C=CC1CN1C(=NC=C1)C)C1=C(SC(=C1)CC(C)C)S(=O)(=O)NC(=O)NCCC 1-[(3-{3-fluoro-4-[(2-methyl-1H-imidazol-1-yl)methyl]phenyl}-5-(2-methylpropyl)thiophen-2-yl)sulfonyl]-3-propylurea